2-bromo-6-(6-(difluoromethoxy)-5-(hydroxymethyl)benzo[d]oxazol-2-yl)cyanobenzene BrC1=C(C(=CC=C1)C=1OC2=C(N1)C=C(C(=C2)OC(F)F)CO)C#N